(R)-6-fluoro-7-methoxy-4-(4-(S-methylsulfonimidoyl)phenoxy)quinoline-3-carbonitrile FC=1C=C2C(=C(C=NC2=CC1OC)C#N)OC1=CC=C(C=C1)[S@@](=O)(=N)C